C(C1=CC=CC=C1)N1CC(OCC1)C=1C=NC=CC1 4-benzyl-2-(3-pyridyl)morpholine